BrC1=CC(=C(C2=C1CCO2)Cl)CC2=CC=C(C=C2)OC 4-bromo-7-chloro-6-(4-methoxybenzyl)-2,3-dihydrobenzofuran